C(C1=CC=CC=C1)N1CC=2N=C(N=C(C2CC1)OC)Cl 7-benzyl-2-chloro-4-methoxy-6,8-dihydro-5H-pyrido[3,4-d]pyrimidine